FS(=O)(=O)NC([O-])=O fluorosulfonylcarbamate